9-(4-(1H-pyrazol-1-yl)benzyl)-2-(2-isopropylphenyl)-7-methyl-7,9-dihydro-8H-purin-8-one N1(N=CC=C1)C1=CC=C(CN2C3=NC(=NC=C3N(C2=O)C)C2=C(C=CC=C2)C(C)C)C=C1